6-(6,8-Dioxo-2,7-diazaspiro[4.5]dec-2-yl)picolinic acid methyl ester COC(C1=NC(=CC=C1)N1CC2(CC1)C(NC(CC2)=O)=O)=O